3-(4-(2-(pyridin-2-yl)acetamido)phenyl)-5-(pyridin-2-ylamino)-1H-pyrazole-4-carboxamide N1=C(C=CC=C1)CC(=O)NC1=CC=C(C=C1)C1=NNC(=C1C(=O)N)NC1=NC=CC=C1